ClC1=NC(=CC(=C1)C=1C(=NN2C1N=C(C=C2)N2C(CC2)C(=O)O)C2=CC(=CC=C2)C#N)C 1-[3-(2-Chloro-6-methyl-4-pyridyl)-2-(3-cyanophenyl)pyrazolo[1,5-a]pyrimidin-5-yl]azetidine-2-carboxylic acid